7-fluoro-N-(6-fluoro-7-(1-methyl-1H-pyrazol-4-yl)-5-(1-(oxetan-3-yl)ethoxy)quinazolin-4-yl)benzo[d]thiazol-6-amine FC1=C(C=CC=2N=CSC21)NC2=NC=NC1=CC(=C(C(=C21)OC(C)C2COC2)F)C=2C=NN(C2)C